COC(=O)C1=CC2=C(N=C(S2)N2CCN(CC2)C(=O)OC(C)(C)C)C=C1OC(C)C 2-(4-(tert-butoxycarbonyl)piperazine-1-yl)-5-isopropoxybenzo[d]thiazole-6-carboxylic acid methyl ester